COC1=CC2=C(C=C1)[C@@H]3COC4=C([C@@H]3O2)C=CC(=C4)O L-3-hydroxy-9-methoxypterocarpan